tert-butyl N-(6-cyclopropyl-3-ethylsulfonyl-pyrazolo[1,5-a]pyridin-2-yl)carbamate C1(CC1)C=1C=CC=2N(C1)N=C(C2S(=O)(=O)CC)NC(OC(C)(C)C)=O